4-((R)-3-((cyclobutylmethyl)amino)piperidin-1-yl)-1-(1-(4-(6-(methyl-amino)pyrazin-2-yl)-1H-1,2,3-triazol-1-yl)ethyl)pyridin-2(1H)-one C1(CCC1)CN[C@H]1CN(CCC1)C1=CC(N(C=C1)C(C)N1N=NC(=C1)C1=NC(=CN=C1)NC)=O